(1S,2S)-2-(3-chlorophenyl)-N-(4-(((6-cyclopropyl-8-((1R,4S)-3-oxo-2-azabicyclo[2.2.1]heptan-2-yl)imidazo[1,2-a]pyridin-2-yl)methyl)amino)pyridin-2-yl)cyclopropane-1-carboxamide ClC=1C=C(C=CC1)[C@@H]1[C@H](C1)C(=O)NC1=NC=CC(=C1)NCC=1N=C2N(C=C(C=C2N2[C@@H]3CC[C@H](C2=O)C3)C3CC3)C1